C(CCCC)C1=CC=C(C=C1)S(=O)(=O)N(C(C=C)=O)C=1C=C(C=CC1)C=1N=C(SC1)NC(C=C)=O N-(4-(3-(N-((4-pentylphenyl)sulphonyl)acrylamido)phenyl)thiazol-2-yl)acrylamide